CC(CNS(=O)(=O)C)(CCC1=CC=CC=C1)C N-(2,2-dimethyl-4-phenylbutyl)methanesulfonamide